CC12C(CC(CC1)C2(C)C)=O 1,7,7-trimethyl-bicyclo(2.2.1)heptan-2-one